N-({7-methylimidazo[1,2-a]pyridin-2-yl}methyl)-4-oxo-4H-chromene-2-carboxamide CC1=CC=2N(C=C1)C=C(N2)CNC(=O)C=2OC1=CC=CC=C1C(C2)=O